CC1(N(CC1)CC(=O)NC=1C=C(C(=NC1)C)NC(=O)C=1C=NN2C1SC(=C2)C=2C(=NN(C2OC)C)C)C N-(5-(2-(2,2-dimethylazetidin-1-yl)acetamido)-2-methylpyridin-3-yl)-2-(5-methoxy-1,3-dimethyl-1H-pyrazol-4-yl)pyrazolo[5,1-b]thiazole-7-carboxamide